C(C)(=O)N1CCC(CC1)N1CC2(C(N(C=3C=NC=4C=C(C(=CC4C32)Br)F)C)=O)C1 1-(1-Acetylpiperidin-4-yl)-8'-bromo-7'-fluoro-3'-methylspiro[azetidine-3,1'-pyrrolo[2,3-c]quinolin]-2'(3'H)-one